C1(=CC=CC=C1)S(=O)(=O)N1C[C@@H]2N(CC1)C(CC2)=O |r| racemic-2-phenylsulfonyl-hexahydro-pyrrolo[1,2-a]pyrazin-6(2H)-one